5-[2-ethyl-6-[4-[[6-(5-oxa-2,8-diazaspiro[3.5]nonan-2-yl)-3-pyridinyl]methyl]piperazin-1-yl]-3-pyridinyl]-1,3-dimethyl-pyridin-2-one C(C)C1=NC(=CC=C1C=1C=C(C(N(C1)C)=O)C)N1CCN(CC1)CC=1C=NC(=CC1)N1CC2(C1)OCCNC2